tert-butyl ((3S,4S)-8-(5-((8-chloro-2-(1H-pyrrol-2-yl)imidazo[1,2-a]pyridin-7-yl)thio)-3-(hydroxymethyl)-6-methylpyrazin-2-yl)-3-methyl-2-oxa-8-azaspiro[4.5]decan-4-yl)carbamate ClC=1C=2N(C=CC1SC=1N=C(C(=NC1C)N1CCC3([C@@H]([C@@H](OC3)C)NC(OC(C)(C)C)=O)CC1)CO)C=C(N2)C=2NC=CC2